NCCOCC=1NC(=C([C@H](C1C(=O)OCC)C1=C(C=CC=C1)Cl)C(=O)OC)C |r| (RS)-3-ethyl 5-methyl 2-[(2-aminoethoxy)methyl]-4-(2-chlorophenyl)-6-methyl-1,4-dihydropyridine-3,5-dicarboxylate